NC1=CC(=C(OC=2C=C(C(NN2)=O)C2=CC=CC=C2)C(=C1)Cl)Cl 6-(4-amino-2,6-dichlorophenoxy)-4-phenylpyridazin-3(2H)-one